O=C1N(CCN1)CC1=C(C(=O)O)C=CC=C1 2-((2-oxoimidazolidin-1-yl)methyl)benzoic acid